3-[[5-[3-(Difluoromethyl)-4-fluoro-phenyl]-2-methyl-3-pyridyl]methyl]oxazolidin-2-one FC(C=1C=C(C=CC1F)C=1C=C(C(=NC1)C)CN1C(OCC1)=O)F